3-(5-Fluoro-2-methylphenyl)-2-(3-fluoro-4-trifluoromethylphenyl)-thiazolidin-4-one FC=1C=CC(=C(C1)N1C(SCC1=O)C1=CC(=C(C=C1)C(F)(F)F)F)C